FC1=C(C(=CC=C1C=1C=NC(=NC1)O)OC)N1CC(NS1(=O)=O)=O 5-(2-fluoro-3-(2-hydroxypyrimidin-5-yl)-6-methoxyphenyl)-1,2,5-thiadiazolidin-3-one 1,1-dioxide